BrC1=C(N)C=CC(=C1)C(F)(F)F 2-bromo-4-(trifluoromethyl)aniline